N-(2-chloro-3-(7-chloro-2,4-dioxa-1,2-dihydropteridin-3(4H)-yl)phenyl)pyrazine-2-carboxamide ClC1=C(C=CC=C1N1ONC2=NC(=CN=C2O1)Cl)NC(=O)C1=NC=CN=C1